((4'-((2-(2-hydroxyprop-2-yl)-1H-imidazol-1-yl)methyl)-5-isobutyl-[1,1'-biphenyl]-2-yl)sulfonyl)carbamic acid OC(C)(C)C=1N(C=CN1)CC1=CC=C(C=C1)C1=C(C=CC(=C1)CC(C)C)S(=O)(=O)NC(O)=O